BrC=1C(=NC=CC1)OCCCCCCCBr 3-bromo-2-((7-bromoheptyl)oxy)pyridine